O1CCN(CC1)C1CC(C1)C(=O)N 3-morpholinocyclobutane-1-carboxamide